[Na+].NC1=C(C(=CC=C1)C=CC=1C(=CC=CC1)S(=O)(=O)[O-])S(=O)(=O)[O-].[Na+] amino-stilbene-2,2'-disulfonic acid sodium salt